(2S,4R)-1-[(2R)-2-(4-cyclopropyltriazol-1-yl)-3,3-dimethyl-butanoyl]-N-[(4-fluorophenyl)-tetrahydrofuran-2-yl-methyl]-4-hydroxy-pyrrolidine-2-carboxamide C1(CC1)C=1N=NN(C1)[C@@H](C(=O)N1[C@@H](C[C@H](C1)O)C(=O)NC(C1OCCC1)C1=CC=C(C=C1)F)C(C)(C)C